ClC=1C=C2C=C(NC2=CC1OCC1CNC(O1)=O)C(=O)N[C@H](CO)C1=CC=C(C(=O)O)C=C1 4-[(1S)-1-({5-chloro-6-[(2-oxo-1,3-oxazolidin-5-yl)methoxy]-1H-indol-2-yl}formamido)-2-hydroxyethyl]benzoic acid